(2S,5S,8S,11S)-1,4,7,10-tetrabenzyl-2,5,8,11-tetramethyl-1,4,7,10-tetraazacyclododecane C(C1=CC=CC=C1)N1[C@H](CN([C@H](CN([C@H](CN([C@H](C1)C)CC1=CC=CC=C1)C)CC1=CC=CC=C1)C)CC1=CC=CC=C1)C